CSC([C@@H]1[C@H](C[C@@H](O1)N1C=NC=2C(N)=NC=NC12)O)O deoxy-5'-(methylthiyl)adenosine